3-(3-(1H-indol-6-yl)ureido)-3-(4-benzyl-3,4-dihydro-2H-benzo[b][1,4]thiazin-6-yl)propionic acid methyl ester COC(CC(C1=CC2=C(SCCN2CC2=CC=CC=C2)C=C1)NC(=O)NC1=CC=C2C=CNC2=C1)=O